2,2,2-trifluoro-N-[methyl(6-methyl-5-{2-[(3R)-3-methylmorpholin-4-yl]-8-[1-(tetrahydro-2H-pyran-2-yl)-1H-pyrazol-5-yl]-1,7-naphthyridin-4-yl}pyridin-2-yl)-λ4-sulfanylidene]acetamide FC(C(=O)N=S(C1=NC(=C(C=C1)C1=CC(=NC2=C(N=CC=C12)C1=CC=NN1C1OCCCC1)N1[C@@H](COCC1)C)C)C)(F)F